FC1(CCN(CC1)C1=NC=CC(=C1F)N)F 2-(4,4-difluoropiperidin-1-yl)-3-fluoropyridin-4-amine